(1S,2R)-N-(5-(6,7-difluoro-5-(methylthio)-1H-indazol-4-yl)pyrazolo[1,5-a]pyridin-2-yl)-2-fluorocyclopropane-1-carboxamide FC1=C(C(=C2C=NNC2=C1F)C1=CC=2N(C=C1)N=C(C2)NC(=O)[C@H]2[C@@H](C2)F)SC